2-(1-3-fluoroacryloyl-4-(7-(7-chloro-3,4-dihydroquinolin-1(2H)-yl)-2-((1-ethylpyrrolidin-2-yl)methoxy)-5,6,7,8-tetrahydroquinazolin-4-yl)piperazin-2-yl)acetonitrile FC=CC(=O)N1C(CN(CC1)C1=NC(=NC=2CC(CCC12)N1CCCC2=CC=C(C=C12)Cl)OCC1N(CCC1)CC)CC#N